CN1C(=C(C2=C1N=CN=C2N)C2=CC=C(C=C2)OC2=CC=CC=C2)C#CC2CN(C2)C2CCN(CC2)S(=O)(=O)\C=C\C (E)-7-methyl-5-(4-phenoxyphenyl)-6-((1-(1-(prop-1-enylsulfonyl)piperidin-4-yl)azetidin-3-yl)ethynyl)-7H-pyrrolo[2,3-d]pyrimidin-4-amine